NC1=NC2=C(C(=CC=C2C=C1Cl)C[C@@H]1CC[C@]2([C@@H]1O[C@H](C2O)N2C=CC1=C2N=CN=C1N)O)F (2R,3aS,6S,6aR)-6-((2-amino-3-chloro-8-fluoroquinolin-7-yl)methyl)-2-(4-amino-7H-pyrrolo[2,3-d]pyrimidin-7-yl)hexahydro-3aH-cyclopenta[b]furan-3,3a-diol